N[C@H]1CN(C[C@@H]1OCC1=CC=CC=C1)C(=O)OC(C)(C)C tert-butyl (3S,4S)-3-amino-4-(benzyloxy)pyrrolidine-1-carboxylate